ClC=1C(=C(NC2=NC=NC3=CC(=C(C=C23)NC(C=C)=O)C#C[C@]23CN(C[C@@H]3C2)C(C)C)C=CC1)F N-[4-(3-chloro-2-fluoro-anilino)-7-[2-[(1S,5R)-3-isopropyl-3-azabicyclo[3.1.0]hexan-1-yl]ethynyl]quinazolin-6-yl]prop-2-enamide